5-cyano-N-[2-(4,4-dimethylcyclohexen-1-yl)-6-[1-ethyl-2,2,6,6-tetrakis(trideuteriomethyl)-4-piperidyl]-3-pyridyl]-1H-imidazole-2-carboxamide C(#N)C1=CN=C(N1)C(=O)NC=1C(=NC(=CC1)C1CC(N(C(C1)(C([2H])([2H])[2H])C([2H])([2H])[2H])CC)(C([2H])([2H])[2H])C([2H])([2H])[2H])C1=CCC(CC1)(C)C